NC1=NC=NN2C1=CC=C2[C@]2([C@@H]([C@@H]([C@H](O2)COP(=O)(O)OCCCCCCCCCCCCCCCC(=O)O)O)O)C#N 16-(((((2R,3S,4R,5R)-5-(4-aminopyrrolo[2,1-f][1,2,4]triazin-7-yl)-5-cyano-3,4-dihydroxytetrahydrofuran-2-yl)methoxy)(hydroxy)phosphoryl)oxy)hexadecanoic acid